C(C)(C)(C)N1CCN(CC1)C1=CC=C(C=C1)C1=CC(=C(C=2SC(=CC21)C(N(C)C)=O)F)C=2CN(CCC2)C(CCN2N=CC=C2)=O tert-butyl-4-(4-(6-(1-(3-(1H-pyrazol-1-yl)propanoyl)-1,2,5,6-tetrahydropyridin-3-yl)-2-(dimethylcarbamoyl)-7-fluorobenzo[b]thiophen-4-yl)phenyl)piperazine